C(#N)C=1C=C2C(=NC1)N(C=C2)C2=NC=C(C(=O)NC1CCN(CC1)CC1=NC=C(N=C1)N1C(NC(CC1)=O)=O)C(=C2)NC(C)C 6-(5-cyano-1H-pyrrolo[2,3-b]pyridin-1-yl)-N-(1-((5-(2,4-dioxotetrahydropyrimidin-1(2H)-yl)pyrazin-2-yl)methyl)piperidin-4-yl)-4-(isopropylamino)nicotinamide